3-(2-(((1S,3S)-3-aminocyclopentyl)amino)-5-(trifluoromethyl)pyrimidin-4-yl)-7-chloro-1H-indole-6-carboxylic acid methyl ester COC(=O)C1=CC=C2C(=CNC2=C1Cl)C1=NC(=NC=C1C(F)(F)F)N[C@@H]1C[C@H](CC1)N